1,1-Bis(4-hydroxyphenyl)-n-nonane OC1=CC=C(C=C1)C(CCCCCCCC)C1=CC=C(C=C1)O